C1(=CC=CC=C1)C(C1=CC=CC=C1)OC(CCCCCCCCCCCCCCCC)=O heptadecanoic acid-1,1-diphenylmethyl ester